3',7-dimethylquercetin COC1=CC(=C2C(=C1)OC(=C(C2=O)O)C3=CC(=C(C=C3)O)OC)O